N=1C=2N(C=CC1N1CCN(CC1)CCCCCC(=O)NCC1C3C=CC(C1)C3)C3=C(N2)C=CC=C3 6-(4-(benzo[4,5]imidazo[1,2-a]pyrimidin-2-yl)-piperazin-1-yl)-N-(bicyclo[2.2.1]hept-5-en-2-ylmethyl)hexanamide